FC(C1=C(C=NC(=C1)C1=CC=NC2=CC=C(C=C12)F)OC[C@](CC(C)C)(N)C)F (S)-1-((4-(difluoromethyl)-6-(6-fluoroquinolin-4-yl)pyridin-3-yl)oxy)-2,4-dimethylpentan-2-amine